C1(CCCC1)COC=1C(=CSC1)C=1N=NN(C1)C1C(NC(CC1)=O)=O 3-{4-[4-(cyclopentylmethoxy)thiophen-3-yl]-1H-1,2,3-triazol-1-yl}piperidine-2,6-dione